C(C)(C)(C)NC(CN1CCC(CC1)CNC(C1=CC(=CC(=C1)F)Cl)=O)=O.[P].[Al].[Ga] gallium aluminum phosphorus N-((1-(2-(tert-butylamino)-2-oxoethyl)piperidin-4-yl)methyl)-3-chloro-5-fluorobenzamide